ClC=1C=C(OC2C(C(C2(C)C)N2C(C3=CC=C(C=C3C2)C#CC2=NN(C=C2)[C@H](C(=O)NC(CC(C)(C)C)O)C)=O)(C)C)C=CC1C#N (2S,4R)-1-((S)-2-(3-((2-((1r,3r)-3-(3-chloro-4-cyanophenoxy)-2,2,4,4-tetramethylcyclobutyl)-1-oxoisoindolin-5-yl)ethynyl)-1H-pyrazol-1-yl)propionamido)-3,3-dimethylbutanol